C=1N=CN2C1C1=CC=CC=C1[C@@H]2[C@H]2[C@@H](C=1C=NN=CC1CC2)O (5S,6S)-6-((S)-5H-Imidazo[5,1-a]isoindol-5-yl)-5,6,7,8-tetrahydrophthalazin-5-ol